CC1(C(N(C2=CC(=CC=C12)C1=CC2=C(C(=N1)NC=1C=C(C(=O)[O-])C(=CN1)C)N(C=N2)C(C)C)C2CC(C2)N2CCCCC2)=O)C 2-((6-(3,3-dimethyl-2-oxo-1-((1s,3s)-3-(piperidin-1-yl) cyclobutyl) indolin-6-yl)-3-isopropyl-3H-imidazo[4,5-c]Pyridin-4-yl) amino)-5-methylisonicotinate